C(C(=C)C)(=O)OCCSC=1SC(=NN1)SCCCC 2-methacryloxyethylthio-5-n-butylthio-1,3,4-thiadiazole